((2R,3R)-2,3-bis((3,5-di-tert-butylbenzyl)oxy)butane-1,4-diyl)bis(2',4',6'-trimethyl-[1,1'-biphenyl]-2-ol) C(C)(C)(C)C=1C=C(CO[C@H](CC2=C(C(=CC=C2)C2=C(C=C(C=C2C)C)C)O)[C@@H](CC2=C(C(=CC=C2)C2=C(C=C(C=C2C)C)C)O)OCC2=CC(=CC(=C2)C(C)(C)C)C(C)(C)C)C=C(C1)C(C)(C)C